C(C)C(CN1CCN(CC1)C(=O)NC1=CC(=CC(=C1)OC1=CC=C(C=C1)C(=O)N1CCOCC1)OC1=CC=C(C=C1)F)CC 4-(2-Ethylbutyl)-N-(3-(4-fluorophenoxy)-5-(4-(morpholine-4-carbonyl)phenoxy)phenyl)piperazine-1-carboxamide